ClC=1C=CC=C(C1)C1=CC=CC=C1 5-chloro-1,1'-biphenyl